ClC1=C(C#N)C=CC(=C1)[C@@H]1[C@H](C1)C=1C=2N(N=C(C1)Cl)C=CN2 2-chloro-4-((1S,2S)-2-(6-chloroimidazo[1,2-b]pyridazin-8-yl)cyclopropyl)benzonitrile